CC=1C(N(C=CC1)C1(CC1)C1=CC=CC2=CC=CC=C12)C dimethyl-1-(1-(naphthalen-1-yl)cyclopropyl)pyridine